3'-(oxybis(methylene))dithiophene 7-fluoro-3-[(2R)-2-methoxypropyl]benzimidazole-5-carboxylate FC1=CC(=CC2=C1N=CN2C[C@@H](C)OC)C(=O)O.O(CC=2SC=CC2)CC=2SC=CC2